BrC1=NN=C(S1)C(=O)OCC ethyl 5-bromo-1,3,4-thiadiazole-2-carboxylate